BrC1=CC=C(C(=N1)N1[C@@H]2C[C@]2(CC1)C)C (1R,3S,5R)-N-(6-bromo-3-methylpyridin-2-yl)-5-methyl-2-azabicyclo[3.1.0]hexane